F[C@@H]1[C@H]([C@H](N(C1)C(=O)OC(C)(C)C)C(=O)OCC1=CC=CC=C1)OC (2S,3S,4S)-2-Benzyl 1-tert-butyl 4-fluoro-3-methoxypyrrolidine-1,2-dicarboxylate